FC=1C=C(C=CC1F)[C@H]1[C@@H](CN(C1)CCOC)C(=O)N trans-4-(3,4-difluorophenyl)-1-(2-methoxyethyl)pyrrolidine-3-carboxamide